C(CCC)OCC(Cl)C1CC1 (2-butoxy-1-chloroethyl)cyclopropane